CN1CCN(CC1)C(=O)C1=CC=C(C=C1)[N+](=O)[O-] (4-methylpiperazine-1-yl)(4-nitrophenyl)methanone